O=C1NC(CCC1N1C(N(C=2C(=NC=CC21)N2CCN(CC2)[C@H]2C(CN(CC2)C(=O)OC(C)(C)C)(F)F)C)=O)=O tert-butyl (4R)-4-[4-[1-(2,6-dioxo-3-piperidyl)-3-methyl-2-oxo-imidazo[4,5-c]pyridin-4-yl]piperazin-1-yl]-3,3-difluoro-piperidine-1-carboxylate